6-(1-(2-(4,4-dimethylpiperidin-1-yl)ethoxy)-2,2,2-trifluoroethyl)pyridin CC1(CCN(CC1)CCOC(C(F)(F)F)C1=CC=CC=N1)C